FC1=CC=C(C=C1)S(=O)(=O)NC(OC)=O methyl ((4-fluorophenyl)sulfonyl)carbamate